5-Hydroxyoctadecanoic acid OC(CCCC(=O)O)CCCCCCCCCCCCC